C(C)(C)(C)OC(=O)N([C@H](CC1=CC=CC=C1)C(=O)OC)C methyl N-(tert-butoxycarbonyl)-N-methyl-D-phenylalaninate